BrC1=CC=C(CC2COC2)C=C1 3-(4-bromobenzyl)oxetane